C(C1=CC=CC=C1)N1N=NN=C1N(N)C 1-benzyl-5-(1-methylhydrazinyl)-1H-tetrazole